NC1=C2N=CN(C2=NC=N1)C[C@@H](C)OCP(OC1=CC=CC=C1)(=O)N[C@@H](C)C1OC[C@@H](O1)CC Phenyl P-((((R)-1-(6-amino-9H-purin-9-yl)propan-2-yl)oxy)methyl)-N-((1S)-1-((4S)-4-ethyl-1,3-dioxolan-2-yl)ethyl)phosphonamidate